F[C@]1(CCNCCC1)C(=O)OC methyl (R)-4-fluoroazepane-4-carboxylate